C(#N)CC[C@H](C1=C(C=CC=C1F)F)N1C[C@@H](N([C@@H](C1)C)C(C(C)C)=O)C(=O)NCC1=CC=C(C=C1)C1=NC=CC=N1 (2R,6R)-4-((R)-3-cyano-1-(2,6-difluorophenyl)propyl)-1-isobutyryl-6-methyl-N-(4-(pyrimidin-2-yl)benzyl)piperazine-2-carboxamide